4-Chloro-N-(4-hydroxy-1-naphthalenyl)-3-nitro-benzenesulfonamide ClC1=C(C=C(C=C1)S(=O)(=O)NC1=CC=C(C2=CC=CC=C12)O)[N+](=O)[O-]